(3R)-3-((2R)-2-(4-ethyl-2,3-dioxopiperazine-1-carboxamido)-2-(4-(hydroxy(methyl)phosphoryl)phenyl)acetamido)-2-hydroxy-3,4-dihydro-2H-benzo[e][1,2]oxaborinine-8-carboxylic acid C(C)N1C(C(N(CC1)C(=O)N[C@@H](C(=O)N[C@@H]1B(OC2=C(C1)C=CC=C2C(=O)O)O)C2=CC=C(C=C2)P(=O)(C)O)=O)=O